Bis(phenyl)phenanthrene-9,10-diamine C1(=CC=CC=C1)C1=C(C=2C(=C(C3=CC=CC=C3C2C=C1)N)N)C1=CC=CC=C1